C12(CC1)C(NC1=C(O2)C=CC=C1)=O spiro[benzo[b][1,4]oxazin-2,1'-cyclopropane]-3(4H)-one